o-Dicarbazolylbenzene C1(=CC=CC=2C3=CC=CC=C3NC12)C1=C(C=CC=C1)C1=CC=CC=2C3=CC=CC=C3NC12